Pyrimidin-4-ol N1=CN=C(C=C1)O